C(C)OC(CC(=O)OCC)=O malonic diethylester